((((4-(2-(4-fluorophenyl) acetamido) benzyl) oxy) carbonyl) (methyl) amino)-4-phenylbutyrate FC1=CC=C(C=C1)CC(=O)NC1=CC=C(COC(=O)N(C)C(C(=O)[O-])CCC2=CC=CC=C2)C=C1